FC(C1=CC=C(C=C1)C=1C=2N(C3=CC=C(C=C3N1)N)C=CC2)(F)F 4-(4-(trifluoromethyl)phenyl)pyrrolo[1,2-a]quinoxalin-7-amine